3-(sec-butyl)-8-fluoro-N-methyl-2-oxo-1,2,3,5-tetrahydro-4H-benzo[1,4]diazepine-4-carboxamide C(C)(CC)C1C(NC2=C(CN1C(=O)NC)C=CC(=C2)F)=O